[Na].[Na].N1C=CC=C2C=CC=3C(=C12)C=CN3 pyrroloquinoline disodium salt